CC1OC2=C(NC1)C=C(C(=C2)N2CCOCC2)NC(=O)C=2C=NN1C2N=CC=C1 N-(2-methyl-7-morpholino-3,4-dihydro-2H-1,4-benzoxazin-6-yl)pyrazolo[1,5-a]pyrimidine-3-carboxamide